C[N+]1=C(SC2=C1C=CC=C2)C2=CC=C(C=C2)N2CCCCC2 3-methyl-2-(4-(piperidin-1-yl)phenyl)benzo[d]thiazol-3-ium